2-[({3-amino-5H-pyrrolo[2,3-b]pyrazin-2-yl}formamido)methyl]-6-(3-carbamimidamidopropyl)-1,3-diethyl-1H-1,3-benzodiazol-3-ium NC1=C(N=C2C(=N1)NC=C2)C(=O)NCC2=[N+](C1=C(N2CC)C=C(C=C1)CCCNC(=N)N)CC